ClC=1C(=NC2=C(C(=NC(=C2C1)N1CCN(CC1)C(=O)OC(C)(C)C)C#N)C1=C(C=CC=C1)C(C)C)C1=C(C=CC=C1)F tert-Butyl 4-(3-chloro-7-cyano-2-(2-fluorophenyl)-8-(2-isopropylphenyl)-1,6-naphthyridin-5-yl)piperazine-1-carboxylate